N1CC(C1)N(CCCCO)C 4-(azetidin-3-yl(methyl)amino)butan-1-ol